2,3,6-trichlorobenzonitrile ClC1=C(C#N)C(=CC=C1Cl)Cl